tert-butyl (2-((2-((2-fluorophenyl)thio)phenyl)amino)-2-oxoethyl)carbamate FC1=C(C=CC=C1)SC1=C(C=CC=C1)NC(CNC(OC(C)(C)C)=O)=O